({(E)-[2-chloro-5-(3,5-dimethyl-2,6-dioxo-4-sulfanylidene-1,3,5-triazinan-1-yl)-4-fluorobenzylidene]amino}oxy)propanoic acid ClC1=C(\C=N\OC(C(=O)O)C)C=C(C(=C1)F)N1C(N(C(N(C1=O)C)=S)C)=O